C1(CCC1)[C@H](COC=1C=NN(C1C1=CC=2N(C=C1)N=C(C2)NC2=NC(=NC(=C2)C)C)C)O (R)-1-cyclobutyl-2-[5-[2-[(2,6-dimethylpyrimidin-4-yl)amino]pyrazolo[1,5-a]pyridin-5-yl]-1-methyl-pyrazol-4-yl]oxy-ethanol